4-methoxy-6-[5-methyl-1-[1-(4-piperidyl)azetidin-3-yl]pyrazol-4-yl]pyrazolo[1,5-a]pyridine-3-carbonitrile COC=1C=2N(C=C(C1)C=1C=NN(C1C)C1CN(C1)C1CCNCC1)N=CC2C#N